2-((4-(2-(2,5-dimethylpyridin-4-yl)-3-isopropyl-1H-indol-5-yl)piperidin-1-yl)methyl)oxazole CC1=NC=C(C(=C1)C=1NC2=CC=C(C=C2C1C(C)C)C1CCN(CC1)CC=1OC=CN1)C